CC(C)=CCOC(CC=C(C(=O)O)C=1N=C(SC1)NC(=O)OCC1=CC=CC=C1)=O 4-(2-benzyloxycarbonylamino-4-thiazolyl)-4-carboxy-3-butenoic acid (2-methyl-2-buten-4-yl) ester